1-naphthyldimethyl-sulfonium triflate [O-]S(=O)(=O)C(F)(F)F.C1(=CC=CC2=CC=CC=C12)[S+](C)C